CC1=CN=C(N1COCC[Si](C)(C)C)C(C=1C=CC(=C(C=O)C1)F)C=1C=CC(=C(C=O)C1)F 5,5'-((5-methyl-1-((2-(trimethylsilyl)ethoxy)methyl)-1H-imidazol-2-yl)methylene)bis(2-fluorobenzaldehyde)